NCCCC(CC)O 6-Amino-3-hexanol